thioisophorone S=C1C=C(CC(C)(C)C1)C